7-((2-methoxyphenyl)(morpholino)methyl)quinolin-8-ol COC1=C(C=CC=C1)C(C1=CC=C2C=CC=NC2=C1O)N1CCOCC1